Methacryloxymethyl-TrimethoxySilane C(C(=C)C)(=O)OC[Si](OC)(OC)OC